mono-octyl-tin C(CCCCCCC)[Sn]